N-(6-((2-chlorophenyl)amino)-1H-pyrazolo[3,4-b]pyridin-3-yl)-4-(1-methylpiperidin-4-yl)benzamide ClC1=C(C=CC=C1)NC1=CC=C2C(=N1)NN=C2NC(C2=CC=C(C=C2)C2CCN(CC2)C)=O